(S)-6-ethyl-5-methyl-3-((3-(2-(2-(methylamino)propionamido)ethyl)phenyl)amino)pyrazine-2-carboxamide C(C)C1=C(N=C(C(=N1)C(=O)N)NC1=CC(=CC=C1)CCNC([C@H](C)NC)=O)C